(S)-(+)-1-azabicyclo[2.2.2]octane-3-ol N12C[C@H](C(CC1)CC2)O